1-(2-methylcyclohexyl)-3-phenylurea CC1C(CCCC1)NC(=O)NC1=CC=CC=C1